[C@H](C)(CC)[C@@H]1N(CC2=C(NC1=O)C=CC=C2)C=2C(C(C2NCCO)=O)=O 3-((S)-3-((S)-sec-butyl)-2-oxo-1,2,3,5-tetrahydro-4H-benzo[e][1,4]diazepin-4-yl)-4-((2-hydroxyethyl)amino)cyclobut-3-ene-1,2-dione